Ethyl (R,E)-3-(but-2-en-1-yl)-2-oxotetrahydro-2H-pyran-3-carboxylate C(\C=C\C)[C@@]1(C(OCCC1)=O)C(=O)OCC